tert-Butyl N-[[2-[[[2-oxo-2-[(2-oxospiro[1H-pyrrolo[2,3-b]pyridine-3,2'-indane]-5'-yl)amino]ethyl]-[1-(trifluoromethyl)cyclopropanecarbonyl]amino]methyl]phenyl]methyl]carbamate O=C(CN(C(=O)C1(CC1)C(F)(F)F)CC1=C(C=CC=C1)CNC(OC(C)(C)C)=O)NC=1C=C2CC3(CC2=CC1)C(NC1=NC=CC=C13)=O